C(CCCCCCCCCCC)(=O)OCCCCCCCCCCCCCCCCCCCCC heneicosyl laurate